CC1CN(CC(C1)C)C1=C(C=C(C(=O)NC2=CC(=CC=C2)OC)C=C1)C(F)(F)F 4-(3,5-dimethyl-piperidin-1-yl)-N-(3-methoxy-phenyl)-3-trifluoromethyl-benzamide